diethyl (8R,9S)-8,9-dimethoxy-2,2,15,15-tetramethylhexadecanedioate CO[C@H](CCCCCC(C(=O)OCC)(C)C)[C@H](CCCCCC(C(=O)OCC)(C)C)OC